methyl (2R,3S,5R)-2-(((6-(5-chloropyrimidin-2-yl)bicyclo[4.1.0]heptan-3-yl)oxy)methyl)-5-methyl-3-(methylsulfonamido)pyrrolidine-1-carboxylate ClC=1C=NC(=NC1)C12CCC(CC2C1)OC[C@@H]1N([C@@H](C[C@@H]1NS(=O)(=O)C)C)C(=O)OC